2-{1-((S)-sec-butyl)-5-[1-(2-fluoro-ethyl)-1H-pyrazol-4-yl]-1H-pyrazolo[4,3-d]pyrimidin-7-ylamino}-2-quinolin-3-yl-ethanol [C@H](C)(CC)N1N=CC=2N=C(N=C(C21)NC(CO)C=2C=NC1=CC=CC=C1C2)C=2C=NN(C2)CCF